6-allylsulfanyl-3-fluoro-N,N-bis[(4-methoxyphenyl)methyl]-5-(trifluoromethyl)pyridin-2-amine C(C=C)SC1=C(C=C(C(=N1)N(CC1=CC=C(C=C1)OC)CC1=CC=C(C=C1)OC)F)C(F)(F)F